4-bromo-6-(3-methyl-1-(4-methyl-4H-1,2,4-triazol-3-yl)cyclobutyl)-1-toluenesulfonyl-1H-indole BrC1=C2C=CN(C2=CC(=C1)C1(CC(C1)C)C1=NN=CN1C)S(=O)(=O)CC1=CC=CC=C1